BrCC1=C(C=CC(=C1)C(C)(C)CC(C)(C)C)O bromomethyl-para-tertiary octyl-phenol